5-(((tertbutoxycarbonyl)amino)methyl)furan-3-carboxylic acid C(C)(C)(C)OC(=O)NCC1=CC(=CO1)C(=O)O